7-CHLOROBENZO[B]THIOPHEN-3-YLBORONIC ACID ClC1=CC=CC2=C1SC=C2B(O)O